OCC(C(\C=C\CCCCCCCCCCCCC)O)NC(C)=O (e)-N-(1,3-dihydroxyoctadec-4-en-2-yl)acetamide